6-(tert-butyl)-4-chloro-2H-pyran-2-one C(C)(C)(C)C1=CC(=CC(O1)=O)Cl